N2-(2-(ethylamino)pyridin-4-yl)-N'-isopropyl-6-phenyl-1,3,5-triazine-2,4-diamine C(C)NC1=NC=CC(=C1)NC1=NC(=NC(=N1)NC(C)C)C1=CC=CC=C1